FC1(CN(CCC1N1CCC(CC1)N1N=CC(=C1)B1OC(C(O1)(C)C)(C)C)C1=C(C=C(C=C1)[N+](=O)[O-])F)F 3',3'-difluoro-1'-(2-fluoro-4-nitrophenyl)-4-(4-(4,4,5,5-tetramethyl-1,3,2-dioxaborolan-2-yl)-1H-pyrazol-1-yl)-1,4'-bipiperidine